(E)-N-((S)-18-Chloro-5-fluoro-9-oxo-8,17,19-triaza-tricyclo[14.2.1.02,7]nonadeca-1(18),2,4,6,16(19)-pentaen-15-yl)-3-(5-chloro-2-tetrazol-1-yl-phenyl)-acrylamide ClC=1NC=2[C@H](CCCCCC(NC3=CC(=CC=C3C1N2)F)=O)NC(\C=C\C2=C(C=CC(=C2)Cl)N2N=NN=C2)=O